ClC1=CC=C(C2=C1C=C(O2)F)COC2=NC(=NC=C2F)C2CCC(CC2)CC(=O)O (4-(4-((4-chloro-2-fluorobenzofuran-7-yl)methoxy)-5-fluoropyrimidin-2-yl)cyclohexyl)acetic acid